4-((6-isobutyl-4-methylpyridin-3-yl)amino)-2-mercaptonicotinonitrile C(C(C)C)C1=CC(=C(C=N1)NC1=CC=NC(=C1C#N)S)C